C(C)(C)(C)C=1OC=C(N1)C(=O)NCC1=C(C=C(C=C1)C1=CC(=NC=C1)NC(=O)C1CC1)Cl 2-(tert-butyl)-N-(2-chloro-4-(2-(cyclopropanecarboxamido)pyridin-4-yl)benzyl)oxazole-4-carboxamide